(2R,3S,5R)-5-(6-amino-2-fluoro-9H-purin-9-yl)-2-ethynyl-2-(hydroxymethyl)tetrahydrofuran-3-yl ((5-methyl-2-oxo-1,3-dioxol-4-yl)methyl) carbonate C(O[C@@H]1[C@](O[C@H](C1)N1C2=NC(=NC(=C2N=C1)N)F)(CO)C#C)(OCC=1OC(OC1C)=O)=O